di-epoxyhexane C12C(CCCC)(O1)O2